ClC1=NC=2CC3(CCC2C(=N1)N1C[C@@H](N(CC1)C(=O)OC(C)(C)C)CC#N)CCCC1=CC=CC=C13 tert-butyl (2S)-4-(2'-chloro-3,4,5',8'-tetrahydro-2H,6'H-spiro[naphthalene-1,7'-quinazolin]-4'-yl)-2-(cyanomethyl)piperazine-1-carboxylate